1-{4-[3-(4-tert-butylphenoxy)pyrazin-2-yl]piperazin-1-yl}prop-2-en-1-one C(C)(C)(C)C1=CC=C(OC=2C(=NC=CN2)N2CCN(CC2)C(C=C)=O)C=C1